NC1=CC=C(C(=O)NC2=C(C3=C(CN(CC3)C(=O)OC(C)(C)C)S2)C=2SC3=C(N2)C=CC=C3)C=C1 tert-butyl 2-(4-aminobenzamido)-3-(benzo[d]thiazol-2-yl)-4,7-dihydrothieno[2,3-c]pyridine-6(5H)-carboxylate